4-bromo-5-fluoro-benzofuran-2-carboxylic acid BrC1=C(C=CC2=C1C=C(O2)C(=O)O)F